(S)-Methyl 2-((S)-1-((S)-2-((S)-6-amino-2-(benzyloxycarbonylamino)-5,6-dioxohexanamido)-3-methylbutanoyl)pyrrolidin-2-carboxamido)-4-methylpentanoat NC(C(CC[C@@H](C(=O)N[C@H](C(=O)N1[C@@H](CCC1)C(=O)N[C@H](C(=O)OC)CC(C)C)C(C)C)NC(=O)OCC1=CC=CC=C1)=O)=O